(2,2,6,6-tetra-methyl-4-piperidyl)-1,2,3,4-butane-tetracarboxylate CC1(NC(CC(C1)OC(=O)CC(C(CC(=O)[O-])C(=O)[O-])C(=O)[O-])(C)C)C